(3S,5R)-5-(methoxymethyl)-2-azabicyclo[3.1.0]Hexane-2,3-dicarboxylic acid 2-tert-butyl 3-methyl ester COC(=O)[C@H]1N(C2C[C@]2(C1)COC)C(=O)OC(C)(C)C